4-amino-2-trifluoromethyl-phenoxybiphenyl NC1=CC(=C(OC2=C(C=CC=C2)C2=CC=CC=C2)C=C1)C(F)(F)F